O1CCOC12CCC(CC2)OC=2C=C1C(N(C(C1=CC2)=O)C2C(NC(CC2)=O)=O)=O 5-(1,4-Dioxaspiro[4.5]dec-8-yloxy)-2-(2,6-dioxo-3-piperidyl)isoindoline-1,3-dione